8-Chloro-N,N-dimethyl-7-(4,4,5,5-tetramethyl-1,3,2-dioxaborolan-2-yl)quinoxalin-2-amine ClC=1C(=CC=C2N=CC(=NC12)N(C)C)B1OC(C(O1)(C)C)(C)C